naphthacenediamine hydrochloride Cl.C=1(C(=CC=C2C=C3C=C4C=CC=CC4=CC3=CC12)N)N